N-(benzo[b]thiophen-3-ylmethyl)-1-(2-(3-fluoro-4-methylphenyl)-2H-pyrazolo[3,4-d]pyrimidin-4-yl)piperidine-3-carboxamide S1C2=C(C(=C1)CNC(=O)C1CN(CCC1)C=1C=3C(N=CN1)=NN(C3)C3=CC(=C(C=C3)C)F)C=CC=C2